BrC(C(=O)NC1=NC=C(C=C1)CC1=CC=NC=C1)C 2-bromo-N-(5-(pyridin-4-ylmethyl)pyridin-2-yl)propanamide